ClC=1C=C(C=CC1F)NC(=O)C=1N(C(=C2C1CCC2=O)C2CC2)C N-(3-chloro-4-fluorophenyl)-3-cyclopropyl-2-methyl-4-oxo-2,4,5,6-tetrahydrocyclopenta[c]pyrrole-1-carboxamide